Tert-butyl (2-chloro-6-nitrophenyl)(methyl)carbamate ClC1=C(C(=CC=C1)[N+](=O)[O-])N(C(OC(C)(C)C)=O)C